FC1(CN(CC[C@@H]1OC)C1=NC=CC(=N1)NC=1N=CC2=C(C=CC(=C2C1)C(C)C)N1CC(C1)CS(=O)(=O)C)F N-{2-[(4S)-3,3-difluoro-4-methoxy-piperidin-1-yl]pyrimidin-4-yl}-8-[3-(methanesulfonyl-methyl)azetidin-1-yl]-5-(propan-2-yl)isoquinolin-3-amine